1-(isoquinolin-5-yl)-4-methyl-oxopiperazin-2-one C1=NC=CC2=C(C=CC=C12)N1C(C(N(CC1)C)=O)=O